trihexyl Acetylcitrate C(C)(=O)C(C(=O)OCCCCCC)C(O)(C(=O)OCCCCCC)CC(=O)OCCCCCC